C(=O)O.ClC1=C(C=CC=2C(=C3N(C12)CCN(C3)CC=3OC(=NN3)COC)C=3C=NNC3)Cl 2-[[6,7-dichloro-10-(1H-pyrazol-4-yl)-3,4-dihydro-1H-pyrazino[1,2-a]indol-2-yl]methyl]-5-(methoxymethyl)-1,3,4-oxadiazole formic acid salt